O=S1([C@H](CCC1)C=1N=CN(C1)C1=C(C=C(C=N1)NC(CN1N=C(C=C1C)C(F)(F)F)=O)F)=O |o1:2| (R or S)-N-(6-(4-(1,1-dioxidotetrahydrothiophen-2-yl)-1H-imidazol-1-yl)-5-fluoropyridin-3-yl)-2-(5-methyl-3-(trifluoromethyl)-1H-pyrazol-1-yl)acetamide